(3-((7-methoxy-4-(2-(3-nitrobenzylidene)hydrazino)quinazolin-6-yl)oxy)propyl)morpholine COC1=C(C=C2C(=NC=NC2=C1)NN=CC1=CC(=CC=C1)[N+](=O)[O-])OCCCN1CCOCC1